BrC1=C(C=C(C=N1)CN1CC2C(C1)CS(C2)(=O)=O)F 5-((6-Bromo-5-fluoropyridin-3-yl)methyl)hexahydro-1H-thieno[3,4-c]pyrrole 2,2-dioxide